CC1=NC(=NO1)C1CCN(CC1)C(=O)C=1C=C(C(=NC1C(F)(F)F)OCC=1C=NN(C1)CC(F)(F)F)C#N 5-[4-(5-methyl-1,2,4-oxadiazol-3-yl)piperidine-1-carbonyl]-2-[[1-(2,2,2-trifluoroethyl)pyrazol-4-yl]methoxy]-6-(trifluoromethyl)pyridine-3-carbonitrile